6,8-dichloro-pyrido[3,2-d]pyrimidin-4-amine ClC=1C=C(C=2N=CN=C(C2N1)N)Cl